triacontyl stearate C(CCCCCCCCCCCCCCCCC)(=O)OCCCCCCCCCCCCCCCCCCCCCCCCCCCCCC